3-fluoro-4-(2-methyl-3-(5-methyl-1H-indazol-4-yl)-1H-pyrrolo[2,3-b]Pyridin-1-yl)aniline FC=1C=C(N)C=CC1N1C(=C(C=2C1=NC=CC2)C2=C1C=NNC1=CC=C2C)C